NC=1N(C=2C3=C(C=4C(NC(C13)=O)=CN(N4)C)C(=C(N2)C)C)C2=C(C(=CC=C2C)O)C 5-amino-4-(3-hydroxy-2,6-dimethylphenyl)-1,2,9-trimethyl-7,9-dihydro-3,4,7,9,10-Pentaazabenzo[cd]cyclopenta[f]azulene-6(4H)-one